4,4'-methylene-bis(N,N-diglycidylaniline) C(C1=CC=C(N(CC2CO2)CC2CO2)C=C1)C1=CC=C(N(CC2CO2)CC2CO2)C=C1